(1S,3R,4S)-N-((R)-1-cyano-2-((R)-2-oxopiperidin-3-yl)ethyl)-2-(2,7-dichloro-9-hydroxy-9H-fluorene-9-carbonyl)-5,5-difluoro-2-azabicyclo[2.2.2]octane-3-carboxamide C(#N)[C@@H](C[C@@H]1C(NCCC1)=O)NC(=O)[C@@H]1N([C@@H]2CC([C@H]1CC2)(F)F)C(=O)C2(C1=CC(=CC=C1C=1C=CC(=CC21)Cl)Cl)O